4-benzyloxy-2-[4-(3,4-difluoro-2-methyl-phenoxy)-6-(trifluoromethyl)-3-pyridyl]-6-methyl-pyridine C(C1=CC=CC=C1)OC1=CC(=NC(=C1)C)C=1C=NC(=CC1OC1=C(C(=C(C=C1)F)F)C)C(F)(F)F